C(#N)C1=CC=C(C=C1)C1=CC=C(C=C1)OCCOC(C=C)=O acrylic acid 2-(4'-cyano-biphenyl-4-yloxy)ethyl ester